N-(3-methoxy-2-methylphenyl)acetamide COC=1C(=C(C=CC1)NC(C)=O)C